NC=1N=NC(=CC1C1=CC=C(C=C1)N1CCC(CC1)N1CCC(CC1)NC1=C2C(N(C(C2=CC=C1)=O)C1C(NC(CC1)=O)=O)=O)C1=C(C=CC=C1)O 4-((1'-(4-(3-amino-6-(2-hydroxyphenyl)pyridazin-4-yl)phenyl)-[1,4'-bipiperidin]-4-yl)amino)-2-(2,6-dioxopiperidin-3-yl)isoindoline-1,3-dione